C(C1=CC=CC=C1)C1=NOC(=N1)CNC(NC1=CC=C(C=C1)OC)=O 3-[(3-benzyl-1,2,4-oxadiazol-5-yl)methyl]-1-(4-methoxyphenyl)-urea